C(CCC)C1N(C(CC1)CCCC)C1=CC(=C(C=O)C=C1)[SeH] 4-(2,5-dibutylpyrrolidin-1-yl)-2-hydroselenobenzaldehyde